BrC/C=C/C(=O)OCC (E)-ethyl 4-bromobut-2-enoate